di-n-octyl-tin bis(isooctylthioglycolate) C(CCCCC(C)C)C(C(=O)[O-])S.C(CCCCC(C)C)C(C(=O)[O-])S.C(CCCCCCC)[Sn+2]CCCCCCCC